OC1CC[C@H](N1C(=O)O)C(=O)O (2S)-5-hydroxypyrrolidine-1,2-dicarboxylic acid